BrC1=C(C=O)C=CC=C1OCCO[Si](C)(C)C(C)(C)C 2-bromo-3-[2-[tert-butyl(dimethyl)silyl]oxyethoxy]benzaldehyde